FC1=CC2=C(C=3NC4=C(C=C(C=C4C3C(C2)CCCO)F)F)C=C1 3-{3,8,10-trifluoro-5H,6H,11H-benzo[a]carbazol-6-yl}propan-1-ol